[Pr].[Ir] iridium-praseodymium